C1(CC1)C=1SC(=CN1)C=1C=C(C=CC1)N(C(=O)[C@@H]1CC[C@H](CC1)C(=O)OC)CC12CCC(CC1)(CC2)C=2C=NC(=CC2)N(C)C trans-Methyl 4-((3-(2-cyclopropyl-thiazol-5-yl)phenyl)((4-(6-(dimethylamino)pyridin-3-yl) bicyclo[2.2.2]octan-1-yl)methyl) carbamoyl)cyclohexanecarboxylate